2-((2,3-dihydro-1H-inden-1-yl)amino)pyrimidine-5-carboxylic acid ethyl ester C(C)OC(=O)C=1C=NC(=NC1)NC1CCC2=CC=CC=C12